1-(5-(2,4-difluorophenyl)-4-methoxy-1-((6-methylpyridin-3-yl)sulfonyl)-1H-pyrrol-3-yl)-N-methyl-methaneamine FC1=C(C=CC(=C1)F)C1=C(C(=CN1S(=O)(=O)C=1C=NC(=CC1)C)CNC)OC